BrC1=C(C=C2C(=C(C(=NC2=C1F)SC)C=O)N[C@H]1[C@H]2CN([C@@H]1C2)C(=O)OC(C)(C)C)CCC#N tert-butyl (1R,4R,5S)-5-((7-bromo-6-(2-cyanoethyl)-8-fluoro-3-formyl-2-(methylthio) quinolin-4-yl)amino)-2-azabicyclo[2.1.1]hexane-2-carboxylate